C(C)(C)(C)OC(=O)N1C(CNCC1)C(C)C=1C=NC(=CC1)Cl [1-(6-Chloropyridin-3-yl)ethyl]piperazine-1-carboxylic acid tert-butyl ester